6-(1H-imidazol-1-yl)-N-(pyridin-3-yl)picolinamide N1(C=NC=C1)C1=CC=CC(=N1)C(=O)NC=1C=NC=CC1